FC1CN(C1)CCC1=NN(C(C=C1C(F)(F)F)=O)[C@H](C(=O)O)CC(C)C (S)-2-(3-(2-(3-fluoroazetidin-1-yl)ethyl)-6-oxo-4-(trifluoromethyl)pyridazine-1(6H)-yl)-4-methylpentanoic acid